C1=CC2=C3C(=C1)C=CC4=C(C=CC(=C43)C=C2)N pyrenamine